BrC1=CC=C(C(=N1)C(F)F)F 6-bromo-2-(difluoromethyl)-3-fluoropyridine